C1N(CCC2=CC=CC=C12)C1CC(CC1O)NC1=CC(=NC=N1)NC1CCN(CC1)C(C)=O 1-(4-((6-((3-(3,4-dihydroisoquinolin-2(1H)-yl)-4-hydroxycyclopentyl)-amino)pyrimidin-4-yl)amino)piperidin-1-yl)ethan-1-one